2-(6-fluoro-1H-indazol-3-yl)-1-(3-methylazetidin-1-yl)ethan-1-one FC1=CC=C2C(=NNC2=C1)CC(=O)N1CC(C1)C